ClC1=C2C(=CNC2=CC(=C1)OC)CCNC(C1=C(C=C(C=C1)F)NC1=CC(=C(C(=C1)OC)OC)OC)=O N-(2-(4-chloro-6-methoxy-1H-indol-3-yl)ethyl)-4-fluoro-2-((3,4,5-trimethoxyphenyl)amino)benzamide